1-(5-(aminomethyl)thiophen-2-yl)-2-((6-chloro-5-fluoro-2-methylquinazolin-4-yl)thio)ethan-1-one hydrochloride Cl.NCC1=CC=C(S1)C(CSC1=NC(=NC2=CC=C(C(=C12)F)Cl)C)=O